N[C@H](C(=O)N)C (2S)-2-aminopropionamide